NC(CNC1=NC(=C2C(=N1)N(N=C2)C)NCC2=CC(=C(C=C2)C)Cl)C2=C(C=CC=C2)F 6-N-[2-amino-2-(2-fluorophenyl)ethyl]-4-N-[(3-chloro-4-methylphenyl)methyl]-1-methylpyrazolo[3,4-d]pyrimidine-4,6-diamine